C1(CC1)C1=C(C(=CC=C1)OC)C1=NC=C2NC(N(C2=N1)CC1=CC=C(C=C1)C=1N(C=C(N1)C(F)(F)F)C)=O 2-(2-cyclopropyl-6-methoxyphenyl)-9-([4-[1-methyl-4-(trifluoromethyl)imidazol-2-yl]phenyl]methyl)-7H-purin-8-one